O=S1CC(NC(C1)=O)=O 1-oxo-3,5-dioxothiomorpholin